NCCCCNC1=C2C(N(C(C2=CC=C1)=O)C1C(NC(CC1)=O)=O)=O (4-Aminobutylamino)-2-(2,6-dioxo-3-piperidyl)isoindoline-1,3-dione